C(C)(C)(C)OC(N[C@H](C(=O)N)C[C@H]1C(NCC1)=O)=O.IC=1C=C2C=CN(C2=CC1)C(C(C)(C)C)=O 5-iodo-1-pivaloyl-indole tert-butyl-N-[(1S)-2-amino-2-oxo-1-[[(3S)-2-oxopyrrolidin-3-yl]methyl]ethyl]carbamate